2-(8-(3-hydroxycyclohexyl)-4-methyl-5,6,7,8-tetrahydropyrido[2,3-c]pyridazin-3-yl)-5-(trifluoromethyl)phenol OC1CC(CCC1)N1CCCC2=C1N=NC(=C2C)C2=C(C=C(C=C2)C(F)(F)F)O